N1N=C(C=C1)N1C(C=CC2=CC=CC=C12)=O pyrazol-3-ylquinolin-2(1H)-one